N1(CCC1)C1=CC2=C(C=C(O2)C(=O)NS(=O)(=O)C2=C(C=CC=C2)OCC)C(=C1)F 6-(Azetidin-1-yl)-N-(2-ethoxybenzene-1-sulfonyl)-4-fluoro-1-benzofuran-2-carboxamide